CC1=CC=C(C(=O)NC2(CC2)C2=NC=3CCCN(C3C=C2)C2=NC(=NC=C2)C)C=C1 4-methyl-N-(1-(5-(2-methylpyrimidin-4-yl)-5,6,7,8-tetrahydro-1,5-naphthyridin-2-yl)cyclopropyl)benzamide